(3aR,7aS)-5-(chloromethyl)-6-(4-chlorophenyl)-3a-methyl-2,3,3a,4,7,7a-hexahydro-1H-indene ClCC=1C[C@]2(CCC[C@H]2CC1C1=CC=C(C=C1)Cl)C